Cl.N1CCC(CC1)C=1C=NC=C(C1)C(F)(F)F 3-(piperidin-4-yl)-5-(trifluoromethyl)pyridine hydrochloride